NC1=NC(=CC(=N1)N1N=NC2=C1C=CC(=C2)COC(=O)N2CC1=CC=CC=C1CC2)C=2OC=CC2 [1-[2-amino-6-(furan-2-yl)pyrimidin-4-yl]-1H-1,2,3-benzotriazol-5-yl]methyl-3,4-Dihydro-1H-isoquinoline-2-carboxylate